FC=1C=C(C=C(C1)C(F)(F)F)CN1CC(CC1)C1=C(C=NN1C)C(=O)[O-] 5-[1-[[3-fluoro-5-(trifluoromethyl)phenyl]methyl]pyrrolidin-3-yl]-1-methyl-pyrazole-4-carboxylate